FC1=CC(=C(C(=O)OC)C=C1F)NC1=C(C=C(C=C1)F)C=O methyl 4,5-difluoro-2-((4-fluoro-2-formylphenyl) amino)-benzoate